1-methyl-4-(4-methyl-4-phenylpiperidin-1-yl)-2-oxo-1,2-dihydroquinoline-3-carbonitrile CN1C(C(=C(C2=CC=CC=C12)N1CCC(CC1)(C1=CC=CC=C1)C)C#N)=O